tris(4-(2-methoxy-4-aminophenoxy)phenyl)ethane COC1=C(OC2=CC=C(C=C2)C(C)(C2=CC=C(C=C2)OC2=C(C=C(C=C2)N)OC)C2=CC=C(C=C2)OC2=C(C=C(C=C2)N)OC)C=CC(=C1)N